Cl.C(C)N=C=NCCCN(C)C 1-Ethyl-3-(3'-dimethylaminopropyl)carbodiimide HCl